C1(CCCCC1)CCNC(C1=CC(=CC=C1)NC1=NC=C(C=N1)C1=CC=CC=C1)=O N-(2-cyclohexylethyl)-3-[(5-phenylpyrimidin-2-yl)amino]benzamide